4-amino-2,6-dichloro-5-fluoropyridine-3-carboxylic acid NC1=C(C(=NC(=C1F)Cl)Cl)C(=O)O